C(=CCC)(O)O CIS-BUTENDIOL